hexa(4-formylphenyl)-perylene C(=O)C1=CC=C(C=C1)C=1C(=C(C2=C(C(=C(C=3C=4C=CC=C5C=CC=C(C1C23)C54)C5=CC=C(C=C5)C=O)C5=CC=C(C=C5)C=O)C5=CC=C(C=C5)C=O)C5=CC=C(C=C5)C=O)C5=CC=C(C=C5)C=O